BrC1=CC=C(C=C1)[C@@H]1N(C[C@H](C(C1)OC)C)C(=O)OC(C)(C)C tert-butyl (2R,5R)-2-(4-bromophenyl)-4-methoxy-5-methyl-piperidine-1-carboxylate